3-acetaminophenyl-boric acid N(C(=O)C)C=1C=C(C=CC1)OB(O)O